O=C1NC(CCC1N1C(C2=CC=C(C=C2C1)CNC(NC1=C(OCC(C(=O)OC(C)(C)C)=C)C=C(C=C1)C(F)(F)F)=O)=O)=O tert-butyl 2-((2-(3-((2-(2,6-dioxopiperidin-3-yl)-1-oxoisoindolin-5-yl)methyl)ureido)-5-(trifluoromethyl)phenoxy)methyl)acrylate